N-(2-chloro-4-(trifluoromethyl)phenyl)-7-methyl-2-morpholino-5-oxo-6-(piperazin-1-yl)-5,7,8,9-tetrahydropyrrolo[1,2-c][1,2,4]triazolo[1,5-a]pyrimidine-9-carboxamide ClC1=C(C=CC(=C1)C(F)(F)F)NC(=O)C1CC(C=2N1C=1N(C(C2N2CCNCC2)=O)N=C(N1)N1CCOCC1)C